3-fluoro-5-methoxy-2,6-dimethylaniline FC=1C(=C(N)C(=C(C1)OC)C)C